3-(4-(Methylamino)-7H-pyrrolo[2,3-d]pyrimidin-7-yl)-5-(5-(phenethylamino)pentyl)cyclopentane-1,2-diol CNC=1C2=C(N=CN1)N(C=C2)C2C(C(C(C2)CCCCCNCCC2=CC=CC=C2)O)O